CC=1C(=NC=CC1)NC1=CC(=NC=N1)NC1=C(C#N)C=CC=C1 2-((6-((3-methylpyridin-2-yl)amino)pyrimidin-4-yl)amino)benzonitrile